C(C)(C)(C)OC(N[C@H](C(N1CCNCC1)=O)CCCNC(=O)OC(C)(C)C)=O tert-butyl[(2S)-5-[(tert-butoxycarbonyl)amino]-1-oxo-1-(piperazin-1-yl)pentan-2-yl]carbamate